1-bromo-3-methoxy-5-(trifluoromethoxy)benzene BrC1=CC(=CC(=C1)OC(F)(F)F)OC